C(C1=CC=CC=C1)N1C2=NC=NC(=C2N=C1C1=C(C=C(OCC(=O)NC)C=C1)Cl)OC1(CC1)C 2-(4-(9-benzyl-6-(1-methylcyclopropoxy)-9H-purin-8-yl)-3-chlorophenoxy)-N-methylacetamide